C(C)OC(=O)C=1C(=NC2=CC=CC=C2C1)N1CCC(CC1)(C#N)C1=CC=C(C=C1)Br (4-(4-bromophenyl)-4-cyanopiperidin-1-yl)quinoline-3-carboxylic acid ethyl ester